4-((3-(4-(((S)-3-benzyl-6,9-dimethyl-4H,6H-thieno[2,3-e][1,2,4]triazolo[3,4-c][1,4]oxazepin-2-yl)ethynyl)-1H-pyrazol-1-yl)propyl)amino)-2-(2,6-dioxopiperidin-3-yl)isoindoline-1,3-dione C(C1=CC=CC=C1)C1=C(SC=2N3C([C@@H](OCC21)C)=NN=C3C)C#CC=3C=NN(C3)CCCNC3=C2C(N(C(C2=CC=C3)=O)C3C(NC(CC3)=O)=O)=O